(R)-7-(4-Fluorophenyl)-N-(1-(6-methylpyridazin-3-yl)ethyl)-4-(tetrahydro-2H-pyran-4-yl)phthalazin-1-amin FC1=CC=C(C=C1)C1=CC=C2C(=NN=C(C2=C1)N[C@H](C)C=1N=NC(=CC1)C)C1CCOCC1